C1(CCC1)C=1C(=NN(C1NC(C[C@H]1C(C(C1)(F)F)(F)F)=O)CCO)C1=CC=C(C=C1)F (R)-N-(4-cyclobutyl-3-(4-fluorophenyl)-1-(2-hydroxyethyl)-1H-pyrazol-5-yl)-2-(2,2,3,3-tetrafluorocyclobutyl)acetamide